NC1CN(C2=C(OC1)C(=CC=N2)Br)C 3-amino-9-bromo-5-methyl-2,3-dihydropyrido[3,2-b][1,4]Oxazepine